CC=1C(=CC=2N(N1)C(=CN2)C2=NC1=CC(=CC=C1C=C2)NC=2C=NC=CC2)C2=CC=C(C=C2)N2CCNCC2 (6-methyl-7-(4-(piperazin-1-yl)phenyl)imidazo[1,2-b]pyridazin-3-yl)-N-(pyridin-3-yl)quinolin-7-amine